COC=1C=C(CN2C=CC3=C2N=CN=C3NC3=CC2=C(NC(N2)=O)C=C3)C=C(C1)OC 5-((7-(3,5-dimethoxybenzyl)-7H-pyrrolo[2,3-d]pyrimidin-4-yl)amino)-1,3-dihydro-2H-benzo[d]imidazol-2-one